ClC=1C=C(C=CC1)[C@H](C(=O)N1CC2=C(CCC1)N=C(NC2=O)C2(CC2)C2=CC(=CC=C2)C=2C=NN(C2)C2CC2)O (R)-6-(2-(3-chlorophenyl)-2-hydroxyacetyl)-2-(1-(3-(1-cyclopropyl-1H-pyrazol-4-yl)phenyl)cyclopropyl)-3,5,6,7,8,9-hexahydro-4H-pyrimido[5,4-c]azepin-4-one